3-aminophenylsulfide NC=1C=C(C=CC1)SC1=CC(=CC=C1)N